C(C)(C)(C)OC(=O)NCCOC=1C(=CC2=CC=CC=C2C1)C(=O)OC Methyl 3-(2-(tert-butoxycarbonyl) aminoethoxy)-2-naphthoate